Cl.N1CC(CC1)CC#N 2-(pyrrolidin-3-yl)acetonitrile, hydrochloride